(3S,4S)-1-Cyclobutyl-4-{[5-(2,4-difluoro-phenyl)-[1,3,4]thiadiazole-2-carbonyl]-amino}-piperidine-3-carboxylic acid (1-pyrimidin-2-yl-cyclopropyl)-amide N1=C(N=CC=C1)C1(CC1)NC(=O)[C@H]1CN(CC[C@@H]1NC(=O)C=1SC(=NN1)C1=C(C=C(C=C1)F)F)C1CCC1